(S)-3-(piperidin-2-yl)propan N1[C@H](CCCC1)CCC